CN1N=C(C=C1)C=1C=C(C=CC1C1C(C1)C(=O)OCC)C1=CC=CC=C1 ethyl 2-(3-(1-methyl-1H-pyrazol-3-yl)-[1,1'-biphenyl]-4-yl)cyclopropane-1-carboxylate